CN1C(=NN=C1)CC1(COC1)C=1C=C(C=CC1)N1C(C2=CC(=CC(=C2C1)C(F)(F)F)CN1C(CCC1)=O)=O 2-(3-(3-((4-methyl-4H-1,2,4-triazol-3-yl)methyl)oxetan-3-yl)phenyl)-6-((2-oxopyrrolidin-1-yl)methyl)-4-(trifluoromethyl)isoindolin-1-one